FC(C)(F)C1=NC(=CC(=N1)NC1=CC(=NC=C1OC[C@@H]1CC12CC2)NC(C)=O)C (R)-N-(4-((2-(1,1-difluoroethyl)-6-methylpyrimidin-4-yl)amino)-5-(spiro[2.2]pent-1-ylmethoxy)pyridin-2-yl)acetamide